tert-Butyl 4-(2-fluorobenzyl)-4-hydroxypiperidine-1-carboxylate FC1=C(CC2(CCN(CC2)C(=O)OC(C)(C)C)O)C=CC=C1